O=C(C(=O)O)CCC α-oxovaleric acid